(R/S)-2-benzyl-2-azabicyclo[2.2.2]octan-6-ol C(C1=CC=CC=C1)N1[C@H]2C(CC(C1)CC2)O |r|